N-ethyl-2-((5-(2-((3R,5R)-6-(ethyl-(methyl)amino)-5-hydroxy-2-methylhexan-3-yl)-2,6-diazaspiro[3.4]oct-6-yl)-1,2,4-triazin-6-yl)oxy)-5-fluoro-N-isopropylbenzamide C(C)N(C(C1=C(C=CC(=C1)F)OC1=C(N=CN=N1)N1CC2(CN(C2)[C@@H](C(C)C)C[C@H](CN(C)CC)O)CC1)=O)C(C)C